ClC=1C(=NC(=NC1)NC1=CC(=CC=C1)OC)NC1=CC(=CC=C1)OC 5-chloro-N2,N4-bis(3-methoxyphenyl)pyrimidine-2,4-diamine